C(CCCCCCCCCCC)(=O)N(C)CC(=O)O lauroyl-sarcosinic acid